NC1=CC=C(C=C1)CC(=O)OC methyl 2-(4-aminophenyl)acetate